(6-(4-chloro-1H-pyrazol-1-yl)pyridin-3-yl)methylamine ClC=1C=NN(C1)C1=CC=C(C=N1)CN